(E)-2-((2,2-dimethyl-2,3-dihydrobenzofuran-7-yl)oxy)-N'-(thiophene-2-ylmethylene)acethydrazide CC1(OC2=C(C1)C=CC=C2OCC(=O)N/N=C/C=2SC=CC2)C